(1-hydroxy-1-phosphonoethyl)phosphonic acid OC(C)(P(=O)(O)O)P(O)(O)=O